sulfoxypyridine N-oxide O(S(=O)(=O)O)C1=[N+](C=CC=C1)[O-]